C1(CCC1)CN(C(=O)OCC1=C(N=NN1C)C1=CC=C(C(=N1)C)OC1CC(CC1)C(=O)O)C 3-((6-(5-((((cyclobutyl-methyl)(methyl)carbamoyl)oxy)methyl)-1-methyl-1H-1,2,3-triazol-4-yl)-2-methylpyridin-3-yl)oxy)cyclopentane-1-carboxylic acid